C(#N)C=1C=C(C=CC1)C1=CC(=NO1)N1C([C@H]2N(CCN(C2)C#N)CC1)=O (S)-8-(5-(3-cyanophenyl)isoxazol-3-yl)-9-oxooctahydro-2H-pyrazino[1,2-a]pyrazine-2-carbonitrile